ClC1=NC2=CC=CC=C2C(=N1)N1[C@@H](CCC1)CO (S)-(1-(2-chloroquinazolin-4-yl)pyrrolidin-2-yl)methanol